1,16-hexadecanolide C1CCCCCCCC(=O)OCCCCCCC1